C1(CC1)CCN(C1=C2CN(C(C2=CC=C1)=O)C1C(NC(CC1)=O)=O)C1CCC(CC1)NC1=NC=CC=C1 3-(4-((2-cyclopropylethyl)((1s,4s)-4-(pyridin-2-ylamino)cyclohexyl)amino)-1-oxoisoindolin-2-yl)piperidine-2,6-dione